4-(1-{[p-(trifluoromethyl)phenyl]methyl}-1H-pyrazol-4-yl)-2-pyridinyl-amine FC(C1=CC=C(C=C1)CN1N=CC(=C1)C1=CC(=NC=C1)N)(F)F